3-[3-(azetidin-3-yl)-1-bicyclo[1.1.1]pentanyl]-5-[1-(trifluoromethyl)cyclopropyl]-4H-1,2,4-triazole N1CC(C1)C12CC(C1)(C2)C2=NN=C(N2)C2(CC2)C(F)(F)F